Thulium(III) chloride [Cl-].[Tm+3].[Cl-].[Cl-]